(4-bromophenyl)-4-(trifluoromethyl)-1H-imidazole BrC1=CC=C(C=C1)N1C=NC(=C1)C(F)(F)F